4-amino-7-fluoro-N-(1-methyl-1H-pyrazol-4-yl)-N-(6-(trifluoromethyl)-2,3-dihydrofuro[2,3-b]pyridin-3-yl)-1,3-dihydrofuro[3,4-c]quinolin-8-carboxamide NC1=NC=2C=C(C(=CC2C2=C1COC2)C(=O)N(C2COC1=NC(=CC=C12)C(F)(F)F)C=1C=NN(C1)C)F